[Br-].CC1=C(C(=CC=C1)C)NC(C[N+]1=CC(=CC=C1)C1=CC=CC=C1)=O 1-(2-((2,6-dimethylphenyl)amino)-2-oxoethyl)-3-phenylpyridin-1-ium bromide